C[C@H]1C[C@@](O1)(C1=NN=CN1C)C=1C=C(C=CC1)N1C(C2=CC(=CC(=C2C1)C(F)(F)F)CNC1(CCC1)C)=O 2-(3-((2S,4S)-4-methyl-2-(4-methyl-4H-1,2,4-triazol-3-yl)oxetan-2-yl)phenyl)-6-(((1-methylcyclobutyl)amino)methyl)-4-(trifluoromethyl)isoindolin-1-one